Pyrazine-3-carbohydrazide N1=CC(=NC=C1)C(=O)NN